ethyl-peroxybenzene C(C)OOC1=CC=CC=C1